CC1=NN(C=C1)CC(=O)O (3-METHYL-1H-PYRAZOL-1-YL)ACETIC ACID